BrC=1C(N(C(=CC1OCC1=C(C=C(C=C1)F)F)C)CC=1N=CC(=NC1)C(=O)N(C)CCO)=O 5-{[3-bromo-4-[(2,4-difluorobenzyl)oxy]-6-methyl-2-oxopyridin-1(2H)-yl]methyl}-N-(2-hydroxyethyl)-N-methylpyrazine-2-carboxamide